((1R,2R,4R)-4-((cyclopropylmethyl)(2-(2,6-dioxopiperidin-3-yl)-1-oxoisoindolin-4-yl)amino)-2-fluorocyclohexyl)carbamic acid tert-butyl ester C(C)(C)(C)OC(N[C@H]1[C@@H](C[C@@H](CC1)N(C1=C2CN(C(C2=CC=C1)=O)C1C(NC(CC1)=O)=O)CC1CC1)F)=O